4-(2-Diethylamino-ethyl)-N-[4-methyl-3-(4-pyridin-3-yl-pyrimidin-2-ylamino)-phenyl]-benzamide C(C)N(CCC1=CC=C(C(=O)NC2=CC(=C(C=C2)C)NC2=NC=CC(=N2)C=2C=NC=CC2)C=C1)CC